2-(2,4-Dioxotetrahydropyrimidin-1(2H)-yl)-5-((4-(thieno[2,3-d]pyrimidin-4-yl)piperidin-1-yl)methyl)isoindoline-1,3-dione O=C1N(CCC(N1)=O)N1C(C2=CC=C(C=C2C1=O)CN1CCC(CC1)C=1C2=C(N=CN1)SC=C2)=O